Cl.CNCCC(=O)N1CCN(CC1)C1=NC=C(C=N1)C(F)(F)F 3-(Methylamino)-1-(4-(5-(trifluoromethyl)pyrimidin-2-yl)piperazin-1-yl)propan-1-one hydrochloride